COC=1C=C(CN2C=C([C@H]3[C@H](O)[C@H](O)[C@@H](CO)O3)C(NC2=O)=O)C=CC1OC 1-(3,4-dimethoxybenzyl)pseudouridine